C1(CC1)C1=CC=C(C=N1)C=1C=NC=2CCN(CC2C1)C1=NC(=NC2=CC=C(C=C12)F)C 4-[3-(6-cyclopropyl-3-pyridyl)-7,8-dihydro-5H-1,6-naphthyridin-6-yl]-6-fluoro-2-methyl-quinazoline